tert-butyl 5-oxo-4-(4-trifluoromethylbenzyl)-4,5,8,9-tetrahydrothieno[3,2-c][2,7]naphthyridine-7(6H)-carboxylate O=C1N(C2=C(C=3CCN(CC13)C(=O)OC(C)(C)C)SC=C2)CC2=CC=C(C=C2)C(F)(F)F